(R)- or (S)-N-((4-(5-(trifluoromethyl)pyridin-2-yl)-4,5,6,7-tetrahydropyrazolo[1,5-a]pyrimidin-6-yl)methyl)acrylamide FC(C=1C=CC(=NC1)N1C=2N(C[C@@H](C1)CNC(C=C)=O)N=CC2)(F)F |o1:12|